O=CCCC(C(=O)O)C(=O)O 2-(3-oxopropyl)malonic acid